CC1(C2=CC=CC=C2C=2C=CC(=CC12)C1=CC=CC=2C3=C(SC21)C=CC=C3)C 6-(9,9-dimethylfluoren-2-yl)dibenzothiophene